tert-butyl (4-(2-hydroxyethyl)bicyclo[2.2.1]heptan-1-yl)carbamate OCCC12CCC(CC1)(C2)NC(OC(C)(C)C)=O